CSC1=C(C(=CC(=C1)C(C)(C)C)C(C)(C)C)[Mg]Br 2-methylthio-4,6-di-t-butylphenyl-magnesium bromide